1-(3-hydroxypropyl)-7-oxo-4,5,6,7-tetrahydro-1H-pyrazolo[3,4-c]Pyridine-3-carboxylic acid ethyl ester C(C)OC(=O)C1=NN(C=2C(NCCC21)=O)CCCO